C(C)(=O)[O-].C(C)(=O)[O-].C(C)(=O)[O-].[N+3].[Na+] sodium nitrogen triacetate